ClC=1C=C(NC2=NC=NC3=CC=C(C=C23)C2CN(CCC2)C(C=C)=O)C=CC1OCC1COCC1 1-[3-[4-[3-chloro-4-(tetrahydrofuran-3-ylmethoxy)anilino]quinazolin-6-yl]-1-piperidyl]prop-2-en-1-one